C(C)(C)(C)N(C(O)=O)C1=C(C(=CC=C1)C(C)=O)F.CCC(CC)N1N=CC(=C1)C=1C=2N(C=C(N1)C=1C=NN(C1)[C@@H]([C@H](CO)O)C)N=CC2 (2R,3R)-3-(4-(4-(1-(pent-3-yl)-1H-pyrazol-4-yl)pyrazolo[1,5-a]pyrazin-6-yl)-1H-pyrazol-1-yl)butane-1,2-diol tert-butyl-N-(3-acetyl-2-fluorophenyl)carbamate